Coumarincarboxylic acid O1C(=O)C(=CC2=CC=CC=C12)C(=O)O